3-(5-((4-((3-(1H-pyrazol-1-yl)azetidin-1-yl)methyl)benzyl)amino)-2-methyl-4-oxoquinazolin-3(4H)-yl)piperidine-2,6-dione N1(N=CC=C1)C1CN(C1)CC1=CC=C(CNC2=C3C(N(C(=NC3=CC=C2)C)C2C(NC(CC2)=O)=O)=O)C=C1